ClC1=NC=CC(=N1)N1C(C2(CC2)CCC1)=O 5-(2-chloropyrimidin-4-yl)-5-azaspiro[2.5]octan-4-one